8-((3,4-difluorophenyl)carbamoyl)-7-methyl-3a,4,10,10a-tetrahydro-1H,7H-dipyrrolo[3,4-b:3',4'-f][1,4,5]oxathiazocin-2(3H)-carboxylat-5,5-dioxid FC=1C=C(C=CC1F)NC(=O)C=1N(C=C2C1OCC1C(NS2(=O)=O)CN(C1)C(=O)[O-])C